3,6-diamino-N2,N5-bis(14-oxo-2,5,8,11-tetraoxa-15-aza-heptadec-17-yl)pyrazine-2,5-dicarboxamide NC=1C(=NC(=C(N1)C(=O)NCCNC(CCOCCOCCOCCOC)=O)N)C(=O)NCCNC(CCOCCOCCOCCOC)=O